COC1(CN(CC1)C)C1CN(CC1)CC1=CC=C(C=C1)OC 3-methoxy-1'-(4-methoxybenzyl)-1-methyl-3,3'-bipyrrolidine